CS(=O)(=O)N1CCN(CC1)C=1C=CC2=C(N=C(O2)C=2C=C(C=C(C2)C(F)(F)F)O)C1 3-(5-(4-(Methylsulfonyl)piperazin-1-yl)benzo[d]oxazol-2-yl)-5-(trifluoromethyl)phenol